2,6-Bis(benzyloxy)-3-(4-(1-(4-chloro-2,3-difluorophenyl)piperidin-4-yl)-3-fluorophenyl)pyridine C(C1=CC=CC=C1)OC1=NC(=CC=C1C1=CC(=C(C=C1)C1CCN(CC1)C1=C(C(=C(C=C1)Cl)F)F)F)OCC1=CC=CC=C1